O=C1NC(CCC1NC=1C=C(C(=O)OC(C)(C)C)C=CC1)=O Tert-butyl 3-((2,6-dioxopiperidin-3-yl)amino)benzoate